(3R)-N-[(2S)-2-(dimethylamino)-3-(1H-indazol-5-yl)propyl]-3-phenylbutyramide CN([C@H](CNC(C[C@@H](C)C1=CC=CC=C1)=O)CC=1C=C2C=NNC2=CC1)C